4-(6-(4-(2-cyclopentylacetamido)thiophen-2-yl)pyrazin-2-yl)-2-methoxy-N-(5-methoxy-1-methyl-1H-pyrazol-4-yl)benzamide C1(CCCC1)CC(=O)NC=1C=C(SC1)C1=CN=CC(=N1)C1=CC(=C(C(=O)NC=2C=NN(C2OC)C)C=C1)OC